C(C(=C)C)(=O)OC(C)C1=CC=NC=C1 1-(4-pyridyl)-ethyl methacrylate